BrC=1C=C(C=CC1)C(F)(F)F 3-Bromobenzotrifluoride